CC1C(COC1)N(C([O-])=O)C=1N=CC2=C(C(=C(C=C2C1)C1=C(C2=C(OCC(N2)=O)N=C1)C)F)N 4-Methyltetrahydrofuran-3-yl(8-amino-7-fluoro-6-(8-methyl-2-oxo-2,3-dihydro-1H-pyrido[2,3-b][1,4]oxazin-7-yl)isoquinolin-3-yl)carbamate